1,2,3,4-tetrahydropyridinone N1C(CCC=C1)=O